N-(β-aminoethyl)-3-aminopropyl-methyldimethoxysilane NCCNCCC[Si](OC)(OC)C